(2S)-4-[(tert-butoxy)carbonyl]-1,4-oxazocane-2-carboxylic acid C(C)(C)(C)OC(=O)N1C[C@H](OCCCC1)C(=O)O